(S,E)-1-((6-Chloro-1-((6-fluoro-7-isobutyl-3H-imidazo[4,5-b]pyridin-2-yl)methyl)-2-oxo-1,2-dihydropyridin-3-yl)amino)-7-(dimethylamino)-1,7-dioxohept-5-en-2-yl-dimethylcarbamat ClC1=CC=C(C(N1CC1=NC=2C(=NC=C(C2CC(C)C)F)N1)=O)NC([C@@H](CC\C=C\C(=O)N(C)C)CN(C([O-])=O)C)=O